1-methyl-cyclobutanecarboxylic acid CC1(CCC1)C(=O)O